1-hexadecanoyl-2-heneicosanoyl-glycero-3-phospho-(1'-sn-glycerol) CCCCCCCCCCCCCCCCCCCCC(=O)O[C@H](COC(=O)CCCCCCCCCCCCCCC)COP(=O)(O)OC[C@H](CO)O